pyrimido[5,4-g]pteridine-2,4,6,8-tetramine N1=C(N=C(C2=NC=3C(N=C12)=NC(=NC3N)N)N)N